FC=1C=C(CNC(=O)NC=2SC=C(N2)C(C)(C)C2=CC=C(C=C2)OC)C=C(C1N1CCNCC1)F 1-(3,5-difluoro-4-(piperazin-1-yl)benzyl)-3-(4-(2-(4-methoxyphenyl)propan-2-yl)thiazol-2-yl)urea